ClC1=CC=2CC(OCC=3C=CC=CC3C3=C(C=C(C(NS(C(=C1OC)C2)(=O)=O)=C3)F)F)=O 14-chloro-20,22-difluoro-15-methoxy-17,17-dioxo-9-oxa-17λ6-thia-18-azatetracyclo[17.3.1.112,16.02,7]tetracosan-1(22),2(7),3,5,12(24),13,15,19(23),20-nonaen-10-one